C1=CC=C2C(=C1)C(=CN2)C(C#N)SC[C@@H](C(=O)NCC(=O)O)N The molecule is an S-conjugate in which the mercapto hydrogen of L-cysteinylglycine has been replaced by a cyano(indol-3-yl)methyl group. It is a S-conjugate, a dipeptide, a member of indoles and a nitrile. It derives from a L-cysteinylglycine and an indole-3-acetonitrile. It is a tautomer of a Cys(IAN)-Gly zwitterion.